2-Chloro-4-((3S)-8-(4-(4-((4-(3-((2,6-dioxopiperidin-3-yl)amino)phenyl)piperidin-1-yl)methyl)piperidine-1-carbonyl)phenyl)-3-methyl-2,8-diazaspiro[4.5]decan-2-yl)benzonitrile ClC1=C(C#N)C=CC(=C1)N1CC2(C[C@@H]1C)CCN(CC2)C2=CC=C(C=C2)C(=O)N2CCC(CC2)CN2CCC(CC2)C2=CC(=CC=C2)NC2C(NC(CC2)=O)=O